OCCNCC1=NC(=NC(=C1)OC)NC=1C=C(C=CC1)O 3-((4-(((2-hydroxyethyl)amino)methyl)-6-methoxypyrimidin-2-yl)amino)phenol